COC(=O)C1(CCN(CC1)C([C@@H](CCCCNC(=O)OC(C)(C)C)N)=O)NC(=O)OC(C)(C)C 1-[(2R)-2-amino-6-(tert-Butoxycarbonylamino)hexanoyl]-4-(tert-Butoxycarbonylamino)piperidine-4-carboxylic acid methyl ester